3β-azido-5α-hydroxy-6β-[2-(1H-imidazol-4-yl)ethylamino]cholestane tert-Butyl-(S)-(8-bromo-5,6-dichloro-2,3-dihydro-1H-pyrrolo[1,2-a]indol-1-yl)carbamate C(C)(C)(C)N(C(O)=O)[C@H]1CCN2C1=CC=1C(=CC(=C(C21)Cl)Cl)Br.N(=[N+]=[N-])[C@@H]2C[C@@]1([C@@H](C[C@H]3[C@@H]4CC[C@H]([C@@H](CCCC(C)C)C)[C@]4(CC[C@@H]3[C@]1(CC2)C)C)NCCC=2N=CNC2)O